OC(CCS(=O)(=O)[O-])O dihydroxypropyl-sulfonate